(3R)-2'-[6-amino-5-(trifluoromethyl)pyridin-3-yl]-N-[1-(3-methylpyridin-4-yl)ethyl]-5',6'-dihydro-1H-spiro[pyrrolidine-3,4'-pyrrolo[1,2-b]pyrazole]-1-carboxamide NC1=C(C=C(C=N1)C=1C=C2N(N1)CC[C@]21CN(CC1)C(=O)NC(C)C1=C(C=NC=C1)C)C(F)(F)F